C(C)(=O)OC(C(=O)NC1=CC(=C(C=C1)B1OC(C(O1)(C)C)(C)C)CC)C=1C=C(C=CC1)C 2-((3-ethyl-4-(4,4,5,5-tetramethyl-1,3,2-dioxaborolan-2-yl)phenyl)amino)-2-oxo-1-(m-tolyl)ethyl acetate